ClC1=CC(=C(COC2=NC=3CN(CCC3C=C2CO)C(=O)OC(C)(C)C)C=C1)F tert-butyl 2-((4-chloro-2-fluorobenzyl)oxy)-3-(hydroxymethyl)-5,8-dihydro-1,7-naphthyridine-7(6H)-carboxylate